ClC1=C(C=CC=C1)CC(=O)NC(C(=O)O)CCN(CCCCC1=NC=2NCCCC2C=C1)CCOC1=CC=CC=C1 2-[[2-(2-chlorophenyl)acetyl]amino]-4-[2-phenoxyethyl-[4-(5,6,7,8-tetrahydro-1,8-naphthyridin-2-yl)butyl]amino]butanoic acid